FC(S(=O)(=O)[O-])(F)F.[IH2+].C(C)(=O)C1=CC=C(C=C1)C1=C(C=C(C=C1C)C)C (4-acetylphenyl)(mesitylene) iodonium trifluoromethanesulfonate